The molecule is a tartrate(1-). It is a conjugate base of a D-tartaric acid. It is a conjugate acid of a D-tartrate(2-). It is an enantiomer of a L-tartrate(1-). [C@H]([C@@H](C(=O)[O-])O)(C(=O)O)O